COC=1C=CC=2N(C3=CC=C(C=C3C2C1)OC)CCCCOP(O)(O)=O [4-(3,6-dimethoxy-9H-carbazole-9-yl)butyl]phosphoric acid